2-(prop-2-yne-1-yloxy)ethan-1-ol C(C#C)OCCO